4-((4-((2-fluorophenyl)carbamoyl)phenyl)carbamoyl)piperazine-1-carboxylic acid tert-butyl ester C(C)(C)(C)OC(=O)N1CCN(CC1)C(NC1=CC=C(C=C1)C(NC1=C(C=CC=C1)F)=O)=O